N(=C=O)CCC1CCC(CC1)CCN=C=O 1,4-bis(2-isocyanatoeth-1-yl)cyclohexane